B(O)(O)O.C1(=CC=C(C=C1)NC1=CC=C(C=C1)C1=CC=CC=C1)C1=CC=CC=C1 di([1,1'-biphenyl]-4-yl)amine borate